I.FC1=C(C(=N)SC)C=C(C=C1)SC=1C(=C2C=CN(C2=CC1F)S(=O)(=O)C1=CC=CC=C1)CN1N=CC(=C1)C(C)(CC=C)C methyl 2-fluoro-5-((6-fluoro-4-((4-(2-methylpent-4-en-2-yl)-1H-pyrazol-1-yl)methyl)-1-(phenylsulfonyl)-1H-indol-5-yl)thio)benzimidothioate hydroiodide